C(C)N1[C@@H](COCC1)COC=1C=C2CN(C(C2=CC1)=O)C1C(NC(CC1)=O)=O 3-(5-(((S)-4-ethylmorpholin-3-yl)methoxy)-1-oxoisoindolin-2-yl)piperidine-2,6-dione